ClC1=C(C(=O)NC(NC2=C(C=CC=C2)C(C)C)=O)C=C(C(=N1)Cl)C 2,6-dichloro-N-((2-isopropylphenyl)carbamoyl)-5-methylnicotinamide